ClC=1C=C(CNC(OC(C)(C)C)=O)C=CC1C#C Tert-butyl (3-chloro-4-ethynylbenzyl)carbamate